ClC=1C2=C(N=CN1)C=C(C(=N2)C)C 4-Chloro-6,7-dimethylpyrido[3,2-d]pyrimidine